1,5-Dimethyl-1H-pyrazole-3-carboxaldehyde CN1N=C(C=C1C)C=O